C1(=CC=CC=2C3=CC=CC=C3CC12)COC(=O)N[C@H](CC=1C=NC=CC1)C(=O)O N-fluorenylmethyloxycarbonyl-3-(3-pyridyl)-D-alanine